cetyl-dimethyl-trimethoxysilicon C(CCCCCCCCCCCCCCC)[Si](OC(C)C)(OC)OC